CC(C)(C(CCC(C)O)O)O 2-methyl-2,3,6-heptanetriol